2-methoxy-N-({4-[(methylcarbamoyl)-amino]phenyl}sulfonyl)benzamide COC1=C(C(=O)NS(=O)(=O)C2=CC=C(C=C2)NC(NC)=O)C=CC=C1